OC1=C2C3C(C(OC2=CC(=C1C(=O)NCC1=CN=CO1)CCCCC)(C)C)CCC(=C3)C 1-hydroxy-6,6,9-trimethyl-N-(oxazol-5-ylmethyl)-3-pentyl-6a,7,8,10a-tetrahydro-6H-benzo[c]chromene-2-carboxamide